(5-Benzyl-2-(5-((4,6-difluoro-1H-indol-5-yl)oxy)-2-fluorophenyl)-1H-imidazol-4-yl)methanamine C(C1=CC=CC=C1)C1=C(N=C(N1)C1=C(C=CC(=C1)OC=1C(=C2C=CNC2=CC1F)F)F)CN